tert-butyl 4-[7-bromo-8-fluoro-6-isoxazol-4-yl-2-[[(2S)-1-methylpyrrolidin-2-yl]methoxy]quinazolin-4-yl]piperazine-1-carboxylate BrC1=C(C=C2C(=NC(=NC2=C1F)OC[C@H]1N(CCC1)C)N1CCN(CC1)C(=O)OC(C)(C)C)C=1C=NOC1